5-[(3-oxopiperazin-1-yl)carbonyl]Pyridine O=C1CN(CCN1)C(=O)C=1C=CC=NC1